(S)-methyl (2-chlorophenyl)-2-oxocyclohexylmethylcarbamate ClC1=C(C=CC=C1)N(C(OC)=O)C[C@H]1C(CCCC1)=O